(5-(1-(2-(4-chlorophenyl)glycyl)-piperidin-4-yl)-3-hydroxy-pyridine-2-carbonyl)glycine Methyl-(S)-2-(benzyloxy)-4-((tert-butoxycarbonyl)amino)butanoate C[C@@](C(=O)O)(CCNC(=O)OC(C)(C)C)OCC1=CC=CC=C1.ClC1=CC=C(C=C1)C(N)C(=O)N1CCC(CC1)C=1C=C(C(=NC1)C(=O)NCC(=O)O)O